2-hydroxy-4-(2-hydroxyethoxy)benzophenone OC1=C(C(=O)C2=CC=CC=C2)C=CC(=C1)OCCO